CC1=C(CNC=2C=3N(C=C(C2)NC(NCC(=O)N(C)C)=O)C(=C(N3)C)C)C(=CC=C1)C 2-(3-(8-((2,6-dimethylbenzyl)amino)-2,3-dimethylimidazo[1,2-a]pyridin-6-yl)ureido)-N,N-dimethylacetamide